(S)-6-((1H-indol-3-yl)methyl)-3-(chloromethyl)-5,6-dihydroimidazo[2,1-b]Thiazole hydrochloride Cl.N1C=C(C2=CC=CC=C12)C[C@@H]1N=C2SC=C(N2C1)CCl